C(C)(=O)C1=NN(C2=C(C=C(C=C12)C=1C=NC(=NC1)C)C)CC(=O)N1[C@@H]2C[C@@]2(C[C@H]1C(=O)NC1=NC(=CC(=C1)C)Br)C (1R,3S,5R)-2-(2-(3-acetyl-7-methyl-5-(2-methylpyrimidin-5-yl)-1H-indazol-1-yl)acetyl)-N-(6-bromo-4-methylpyridin-2-yl)-5-methyl-2-azabicyclo[3.1.0]hexane-3-carboxamide